bisMethylformamide CN(C=O)C